BrC1=C2C(=NC=C1)C(CC2)O[Si](C)(C)C(C)(C)C 4-bromo-7-((tert-butyldimethylsilyl)oxy)-6,7-dihydro-5H-cyclopenta[b]pyridine